7-fluoro-N-(4-(hydroxymethyl)tetrahydro-2H-pyran-4-yl)-2-methyl-5-((4-methylthiazol-5-yl)-methoxy)benzofuran-3-carboxamide FC1=CC(=CC=2C(=C(OC21)C)C(=O)NC2(CCOCC2)CO)OCC2=C(N=CS2)C